1,1-diiodoethene IC(=C)I